The molecule is a hydroxybiphenyl that is catechol in which the hydrogen at position 3 has been replaced by a 2-chlorophenyl group. It is a member of hydroxybiphenyls, a member of catechols and a member of monochlorobenzenes. It derives from a biphenyl-2,3-diol. C1=CC=C(C(=C1)C2=C(C(=CC=C2)O)O)Cl